ClC1=C(C(=CC=C1Cl)F)[C@]1(CN(CC1)C(C=C)=O)NC1=CC=C2C(=NN(C2=C1)C)C 1-[(3R)-3-(2,3-Dichloro-6-fluorophenyl)-3-[(1,3-dimethylindazol-6-yl)amino]pyrrolidin-1-yl]prop-2-en-1-one